benzyloxy-styrene C(C1=CC=CC=C1)OC=CC1=CC=CC=C1